6-chloro-9-ethyl-2,4-dimethyl-4,9-dihydro-10H-pyrimido[5,4-b]thiazolo[5,4-e][1,4]diazepin-10-one ClC=1N=CC=2N(C(C3=C(N(C2N1)C)SC(=N3)C)=O)CC